CC(C)CCC#CCCC(C)C 2,9-dimethyl-5-decyne